sebacic acid methyl 1,2,2,6,6-pentamethyl-4-piperidyl ester CN1C(CC(CC1(C)C)OC(CCCCCCCCC(=O)OC)=O)(C)C